7-{6-[(tert-butoxy)carbonyl]-2,6-diazaspiro[3.3]heptan-2-yl}-6-fluoro-4-oxo-1-(1,3-thiazol-2-yl)-1,4-dihydro-1,8-naphthyridine-3-carboxylic acid ethyl ester C(C)OC(=O)C1=CN(C2=NC(=C(C=C2C1=O)F)N1CC2(C1)CN(C2)C(=O)OC(C)(C)C)C=2SC=CN2